1-fluoro-5-phenyl-1-pentene FC=CCCCC1=CC=CC=C1